Zinc-aluminum-iron [Fe].[Al].[Zn]